C[C@@H]1CN(CCN1C(CCC1=NC2=CC=CC=C2C(N1)=O)=O)C1=CC=C(C=N1)C#N 6-[(3R)-3-methyl-4-[3-(4-oxo-3H-quinazolin-2-yl)propanoyl]piperazin-1-yl]pyridine-3-carbonitrile